C(C)(C)(C)OC(NC1(CCN(CC1)C1=NC(=C(N=C1)SC1=C(C(=CC=C1)N)Cl)N)C)=O (1-(6-amino-5-((3-amino-2-chlorophenyl)thio)pyrazin-2-yl)-4-methylpiperidin-4-yl)carbamic acid tert-butyl ester